1,4-di-tert-butyl 2-({6-[(tert-butoxycarbonyl)amino]-2,3-difluorophenyl}(hydroxy)methyl)butanedioate C(C)(C)(C)OC(=O)NC1=CC=C(C(=C1C(C(C(=O)OC(C)(C)C)CC(=O)OC(C)(C)C)O)F)F